4'-(1,3-phenylenebis(1H-1,2,3-triazole-4,1-diyl))dibenzoic acid C1(=CC(=CC=C1)C=1N=NN(C1)C1=C(C(=O)O)C=CC=C1)C=1N=NN(C1)C1=C(C(=O)O)C=CC=C1